di-tert-Butyl (S)-2-amino-2-(2-nitrophenyl)pentanedioate N[C@@](C(=O)OC(C)(C)C)(CCC(=O)OC(C)(C)C)C1=C(C=CC=C1)[N+](=O)[O-]